Racemic-1-(2-(4-(9-benzyl-6-(1-methylcyclopropoxy)-9H-purin-8-yl)-3-chlorophenoxy)ethyl)-3-methylpiperazin-2-one C(C1=CC=CC=C1)N1C2=NC=NC(=C2N=C1C1=C(C=C(OCCN2C([C@H](NCC2)C)=O)C=C1)Cl)OC1(CC1)C |r|